8,8-dimethoxy-1,4-dioxaspiro[4.5]decane COC1(CCC2(OCCO2)CC1)OC